C(CCCCCCCCC\C=C\CC)=O trans-11-tetradecenealdehyde